6-Bromo-1-tetrahydropyran-2-yl-indazol-4-ol BrC=1C=C(C=2C=NN(C2C1)C1OCCCC1)O